C1=CC=C(C=C1)/C=C/C2=CC=C(C=C2)O The molecule is a phenol having the structure of stilbene with a hydroxy function at C-4 of one of the phenyl rings; the stereochemistry across the alkene bond is not specified. It derives from a hydride of a stilbene.